NC1(CN(CC1)C(C)=O)C 1-(3-amino-3-methylpyrrolidin-1-yl)ethane-1-one